Ethyl (E)-3-(3-cyano-4-fluorophenyl)acrylate C(#N)C=1C=C(C=CC1F)/C=C/C(=O)OCC